1,1,2,3,3-PENTAMETHYL-2,5,6,7-TETRAHYDROINDEN CC1(C(C(C=2CCCCC12)(C)C)C)C